ClC=1C=C(C=O)C=C(N1)C(F)(F)F 2-chloro-6-(trifluoromethyl)isonicotinaldehyde